tert-butyl 7-chloro-3-((dimethyl(oxo)-λ6-sulfenyl)amino)-6-mercapto-1H-indole-1-carboxylate ClC=1C(=CC=C2C(=CN(C12)C(=O)OC(C)(C)C)N=S(=O)(C)C)S